CC=1N=C2SC=NN2C1 6-methylimidazo[2,1-b][1,3,4]thiadiazole